BrC1=CC(=[N+](C=C1)[O-])C(F)F 4-Bromo-2-(difluoromethyl)pyridine-1-oxide